((1r,4r)-4-(5-(imidazo[1,2-b]pyridazin-3-ylcarbamoyl)-6-methoxy-2H-indazol-2-yl)cyclohexyl)(methyl)carbamic acid tert-butyl ester C(C)(C)(C)OC(N(C)C1CCC(CC1)N1N=C2C=C(C(=CC2=C1)C(NC1=CN=C2N1N=CC=C2)=O)OC)=O